(2-((tert-butoxycarbonyl)amino)ethoxy(methyl)-1H-1,2,3-triazol-1-yl)butanoic acid C(C)(C)(C)OC(=O)NCCOC1=C(N=NN1C(C(=O)O)CC)C